N-(4-benzyl-5-(4-hydroxy-4-((7-(3-(4-methylpiperazin-1-yl)propanamido)-4-oxoquinazolin-3(4H)-yl)methyl)piperidin-1-yl)-5-oxopentyl)-4-chloroquinoline-7-carboxamide C(C1=CC=CC=C1)C(CCCNC(=O)C1=CC=C2C(=CC=NC2=C1)Cl)C(=O)N1CCC(CC1)(CN1C=NC2=CC(=CC=C2C1=O)NC(CCN1CCN(CC1)C)=O)O